2-[5-[5-[(1S)-1-(3,5-Dimethyl-4-pyridyl)ethoxy]-1-tetrahydropyran-2-yl-indazol-3-yl]-2-pyridyl]-6λ6-thia-2-azaspiro[3.4]octane 6,6-dioxide CC=1C=NC=C(C1[C@H](C)OC=1C=C2C(=NN(C2=CC1)C1OCCCC1)C=1C=CC(=NC1)N1CC2(C1)CS(CC2)(=O)=O)C